N2-ethyl-N4-isopropyl-6-(methylthio)-1,3,4-triazine-2,4-diamine C(C)NC1=NC(=CN(N1)NC(C)C)SC